CN(C)/C=C/C(=O)C1=CC=CC=N1 3-Dimethylamino-1-pyridin-2-yl-propenone